2-{4-[1-(2-{(1R,3aS,7aR,E)-1-[(R)-6-Hydroxy-6-methylheptan-2-yl]-7a-methyloctahydro-4H-inden-4-ylidene}ethyl)-1H-1,2,3-triazol-4-yl]butyl}isoindoline-1,3-dione OC(CCC[C@@H](C)[C@H]1CC[C@H]2\C(\CCC[C@]12C)=C\CN1N=NC(=C1)CCCCN1C(C2=CC=CC=C2C1=O)=O)(C)C